FC1=CC(=C(C=C1)C=1C=NC=2N(C1)C=C(N2)COC=2C=NC=C(C2)F)O 6-(4-fluoro-2-hydroxyphenyl)-2-(5-fluoropyridin-3-yloxymethyl)imidazo[1,2-a]pyrimidine